FC1=CC(=C(CN2C=CC3=CC(=CC=C23)C(=O)OC)C=C1)OC(C)C Methyl 1-(4-fluoro-2-isopropoxybenzyl)-1H-indole-5-carboxylate